O=C1N(C(CC1)=O)OC(CN1C(CCC1=O)=O)=O 2-(2,5-dioxopyrrolidin-1-yl)acetic acid (2,5-dioxopyrrolidin-1-yl) ester